1-amino-4-hydroxyl-9,10-anthraquinone NC1=CC=C(C=2C(C3=CC=CC=C3C(C12)=O)=O)O